COC1=CC=C(C=C1)CC(C(=O)C2=C(C=C(C=C2)OC)O)O The molecule is a member of the class of dihydrochalcones that is dihydrochalcone substituted by a hydroxy group at position 2', methoxy groups at positions 4 and 4' and a hydroxy group at position alpha- to the ketonic group. It has a role as a plant metabolite. It is a member of dihydrochalcones, a monomethoxybenzene, a member of phenols, a diol and a secondary alpha-hydroxy ketone.